(2R,4R)-N-(4-(tert-butyl)phenyl)-N-(1-(5-chloropyridin-3-yl)-2-(cyclohexylamino)-2-oxoethyl)-1-cyano-4-hydroxypyrrolidine-2-carboxamide C(C)(C)(C)C1=CC=C(C=C1)N(C(=O)[C@@H]1N(C[C@@H](C1)O)C#N)C(C(=O)NC1CCCCC1)C=1C=NC=C(C1)Cl